(5-Difluoromethoxy-1-methyl-3-trifluoromethyl-1H-pyrazole-4-ylmethyl) isothiocyanate hydrobromide Br.FC(OC1=C(C(=NN1C)C(F)(F)F)CN=C=S)F